4-[[(1S)-1-(Hydroxymethyl)-2-octadecoxy-ethoxy]methyl]-3-(trifluoromethyl)benzonitrile OC[C@@H](COCCCCCCCCCCCCCCCCCC)OCC1=C(C=C(C#N)C=C1)C(F)(F)F